FC=1C=C2C=3C=4C(CN5[C@@](C4NC3C1)(CCC5)C)=NNC2=O (10aR)-2-Fluoro-5,8,9,10,10a,11-hexahydro-10a-methyl-5,6,7a,11-tetraazacyclohepta[def]cyclopenta[a]fluoren-4(7H)-one